ClC1=C(C=C2CCC(C2=C1)O)OC(F)F 6-Chloro-5-(difluoromethoxy)-2,3-dihydro-1H-inden-1-ol